C(C)OC(OC1=C(C=CC=C1C)C)=O carbonic acid 2,6-dimethyl-phenyl ethyl ester